OC=1C(=C(N(O)O)C=CC1)O tetrahydroxylaniline